O=C1N(CC2=CC=C(C=C12)N1CCNCC1)[C@@H]1CNCCC1 (S)-3-(1-oxo-6-(piperazin-1-yl)isoindolin-2-yl)piperidine